[N+](=O)([O-])C1=CC=C(C=C1)C(=O)[Si](C)(C)C 4-nitrophenyl-(trimethylsilyl)methanone